sodium diethylamino dithioformate C(=S)SN(CC)CC.[Na]